O=C1NC(=NC2=CC=CC=C12)C=O 4-OXO-3,4-DIHYDROQUINAZOLINE-2-CARBALDEHYDE